2,3,4,5-tetrakis(11H-benzo[a]carbazol-11-yl)-6-(2,6-diphenylpyridin-4-yl)benzonitrile C1=CC=CC=2C1=C1N(C3=CC=CC=C3C1=CC2)C2=C(C#N)C(=C(C(=C2N2C1=CC=CC=C1C1=CC=C3C(=C21)C=CC=C3)N3C2=CC=CC=C2C2=CC=C1C(=C32)C=CC=C1)N1C3=CC=CC=C3C3=CC=C2C(=C13)C=CC=C2)C2=CC(=NC(=C2)C2=CC=CC=C2)C2=CC=CC=C2